BrC=1C=C(C(=C(C1)F)F)OCCOC 5-bromo-1,2-difluoro-3-(2-methoxyethoxy)benzene